5,10,15,20-tetra(4-carboxyphenyl)porphine C(=O)(O)C1=CC=C(C=C1)C=1C2=CC=C(N2)C(=C2C=CC(C(=C3C=CC(=C(C=4C=CC1N4)C4=CC=C(C=C4)C(=O)O)N3)C3=CC=C(C=C3)C(=O)O)=N2)C2=CC=C(C=C2)C(=O)O